ClC1=CC=C(CNC(NC2=CC=C(CN(C(C)=O)C)C=C2)=O)C=C1 N-(4-(3-(4-chlorobenzyl)ureido)benzyl)-N-methylacetamide